CC1CN(C(=CC1)C=1C=NC=CC1)C(=O)OC(C)(C)C tert-butyl 3-methyl-6-(3-pyridyl)-3,4-dihydro-2H-pyridine-1-carboxylate